CC(C(=O)O[C@@H]1O[C@@H]([C@H]([C@@H]([C@H]1O)O)O)CO)(CCOC([C@@H](NS(=O)(=O)C1=CC=C(C)C=C1)C)=O)C (2S,3R,4S,5S,6R)-3,4,5-trihydroxy-6-(hydroxymethyl)tetrahydro-2H-pyran-2-yl 2,2-dimethyl-4-((tosyl-L-alanyl)oxy)butanoate